The molecule is a penicillin in which the substituent at position 6 of the penam ring is a 2-phenoxypropanamido group. It is a penicillin and a penicillin allergen. It is a conjugate acid of a phenethicillin(1-). CC(C(=O)N[C@H]1[C@@H]2N(C1=O)[C@H](C(S2)(C)C)C(=O)O)OC3=CC=CC=C3